4-Amino-N-(pyrimidin-2-yl)-N-(3-(((3R,6R,8aS,9R,10S,12R,12aR)-3,6,9-trimethyl-decahydro-12H-3,12-epoxy[1,2]dioxepino[4,3-i]isochromen-10-yl)oxy)propyl)benzenesulfonamide NC1=CC=C(C=C1)S(=O)(=O)N(CCCO[C@H]1O[C@H]2[C@@]34C([C@@H](CC[C@H]3[C@H]1C)C)CC[C@@](OO4)(O2)C)C2=NC=CC=N2